COC(CCCCCCCCCCCCCC1=NC=2C(=NC(=CC2)N2CCN(CC2)C(C)=O)N1)=O 14-(5-(4-Acetylpiperazin-1-yl)-3H-imidazo[4,5-b]pyridin-2-yl)tetradecanoic acid methyl ester